CC1=NN(C(=C1)C)C1=NC2=C(C=CC=C2C=C1)NC(C1=CC=C(C=C1)OC(C)C)=O N-(2-(3,5-dimethyl-1H-pyrazol-1-yl)quinolin-8-yl)-4-isopropoxy-benzamide